N-((dimethylamino)methylene)-6-methoxy-4-methylnicotinamide CN(C)C=NC(C1=CN=C(C=C1C)OC)=O